5-bromo-4-(methoxymethyl)-1-(tetrahydro-2H-pyran-4-yl)-1H-benzo[d][1,2,3]triazole BrC1=C(C2=C(N(N=N2)C2CCOCC2)C=C1)COC